ClC1=NC=C(C(=O)O)C(=C1)C=O 6-chloro-4-formyl-nicotinic acid